terephthalaldehyde dioxime C(C1=CC=C(C=NO)C=C1)=NO